4-(4-aminophenoxy)-3-pentylamin NC1=CC=C(OC(C(CC)N)C)C=C1